1-(3-tert-Butyl-isoxazol-5-yl)-3-[5-(2-pyridin-4-yl-ethyl)-thiazol-2-yl]-urea C(C)(C)(C)C1=NOC(=C1)NC(=O)NC=1SC(=CN1)CCC1=CC=NC=C1